4,5-diphenyl-imidazole C1(=CC=CC=C1)C=1N=CNC1C1=CC=CC=C1